N-{(1R,3R)-3-[(2'-cyclobutyl-3'-fluoro-5-{1-[(methanesulfonyl)amino]-2-methyl-1-oxopropan-2-yl}[1,1'-biphenyl]-2-yl)oxy]cyclopentyl}-1,4,4-trimethyl-L-prolinamide C1(CCC1)C1=C(C=CC=C1F)C1=C(C=CC(=C1)C(C(=O)NS(=O)(=O)C)(C)C)O[C@H]1C[C@@H](CC1)NC([C@H]1N(CC(C1)(C)C)C)=O